2-[benzyloxycarbonyl-[2-[2-(methylamino)ethoxy]ethyl]amino]acetic acid C(C1=CC=CC=C1)OC(=O)N(CC(=O)O)CCOCCNC